C1(=CC=CC=C1)C1=NC(=NC(=N1)C1=CC=CC=C1)C1=C(C=C(C=C1)OCCCCCC)O 2-(4,6-Diphenyl-1,3,5-triazin-2-yl)-5-hexyloxyphenol